CC1=NOC(=C1C=1C=C2C(=NC(=NC2=CC1)N1CCN(CC1)C[C@H](C)O)N1[C@H](COCC1)C1=CC=CC=C1)C (S)-1-(4-(6-(3,5-dimethylisoxazol-4-yl)-4-((S)-3-phenylmorpholino)quinazolin-2-yl)piperazin-1-yl)propan-2-ol